NC1=NC=C(C=C1OCC1=C(C#N)C=CC=C1)C1=CC=C(C=C1)C(=O)N1CCC(CC1)N1CCCC1 2-{2-amino-5-[4-(4-pyrrolidin-1-yl-piperidine-1-carbonyl)-phenyl]-pyridin-3-yloxymethyl}-benzonitrile